3,5-difluoro-4-hydroxy-N-({(1r,4r)-4-[6-(6-methoxy-pyridin-2-yl)-2H-indazol-2-yl]cyclohexyl}methyl)benzamide, trifluoroacetate salt FC(C(=O)O)(F)F.FC=1C=C(C(=O)NCC2CCC(CC2)N2N=C3C=C(C=CC3=C2)C2=NC(=CC=C2)OC)C=C(C1O)F